C(C=C)OC[C@H]1CO1 |r| (±)-Allyl-2,3-epoxypropyl ether